(4-(4-fluoro-3-methylphenyl)-7-hydroxy-3-(tetrahydro-2H-pyran-4-yl)isoquinolin-1-yloxy)benzoic acid FC1=C(C=C(C=C1)C1=C(N=C(C2=CC(=CC=C12)O)OC1=C(C(=O)O)C=CC=C1)C1CCOCC1)C